tert-butyl 2-(diethoxyphosphoryl)-3-(3-(naphthalen-2-ylmethyl)-1,2,4-oxadiazol-5-yl)propanoate C(C)OP(=O)(OCC)C(C(=O)OC(C)(C)C)CC1=NC(=NO1)CC1=CC2=CC=CC=C2C=C1